tert-butyl (6-(4-(trifluoromethyl)phenyl)spiro[3.3]hept-5-en-2-yl)carbamate FC(C1=CC=C(C=C1)C1=CC2(CC(C2)NC(OC(C)(C)C)=O)C1)(F)F